2-(4-((2-Aminothiazol-4-yl)methoxy)-3-fluorophenyl)-4-(2,6-difluorobenzyl)-2,4-dihydro-3H-1,2,4-triazol-3-one NC=1SC=C(N1)COC1=C(C=C(C=C1)N1N=CN(C1=O)CC1=C(C=CC=C1F)F)F